3-(7-Chloro-2,4-dioxo-3,4-dihydroquinazolin-1(2H)-yl)-N-(3-(7-chloro-2,4-dioxo-3,4-dihydroquinazolin-1(2H)-yl)phenyl)benzamide ClC1=CC=C2C(NC(N(C2=C1)C=1C=C(C(=O)NC2=CC(=CC=C2)N2C(NC(C3=CC=C(C=C23)Cl)=O)=O)C=CC1)=O)=O